C(=O)O.C(#N)C1=C(C=C(C=C1)C1=C(C(=NC=C1C1=CC(=C(C=C1)OC)O)N1CCC(CC1)NCC1=CC=C(C=C1)/C=C/C(=O)NO)CC#N)F (E)-3-(4-(((1-(4-(4-cyano-3-fluorophenyl)-3-(cyanomethyl)-5-(3-hydroxy-4-methoxyphenyl)pyridin-2-yl)piperidin-4-yl)amino)methyl)phenyl)-N-hydroxyacrylamide formate